2-amino-9-((2R,3R,4R,5R)-4-((tert-butyldimethylsilyl)oxy)-3-fluoro-5-(((2-sulfido-1,3,2-dithiaphospholan-2-yl)oxy)methyl)tetrahydrofuran-2-yl)-1,9-dihydro-6H-purin-6-one NC=1NC(C=2N=CN(C2N1)[C@@H]1O[C@@H]([C@H]([C@H]1F)O[Si](C)(C)C(C)(C)C)COP1(SCCS1)=S)=O